C1(=CC=CC=C1)C1=NC(=NC(=C1)C1=CC=CC=C1)N(NCC=1C=C(C(=CC1)O)O)C 4-((2-(4,6-diphenylpyrimidin-2-yl)-2-methylhydrazinyl)methyl)benzene-1,2-diol